FC=1C(=C(C=CC1)C=1C=C2C(=NN1)NC[C@@H]1N2CCN(C1)C1=NC=C(C=N1)C1CCN(CC1)C1CC2(C1)CCC(CC2)C(=O)O)O (S)-2-(4-(2-(2-(3-fluoro-2-hydroxyphenyl)-6a,7,9,10-tetrahydro-5H-pyrazino[1',2':4,5]pyrazino[2,3-c]pyridazin-8(6H)-yl)pyrimidin-5-yl)piperidin-1-yl)spiro[3.5]nonane-7-carboxylic acid